FC1(CCC(CC1)C(C=1OC2=C(N1)C=C(C=C2)CO)NC(OCC2=CC=CC=C2)=O)F benzyl ((4,4-difluorocyclohexyl)(5-(hydroxymethyl)benzo[d]-oxazol-2-yl)methyl)carbamate